FC(C1=NN=C(S1)C1=NC=C2N1C=C(C=C2N2C[C@H](OCC2)C(=O)N2CC(C2)COC)S(=O)(=O)NC2(CC2)C)F (S)-3-(5-(difluoromethyl)-1,3,4-thiadiazol-2-yl)-8-(2-(3-(methoxymethyl)azetidine-1-carbonyl)morpholino)-N-(1-methylcyclopropyl)imidazo[1,5-a]pyridine-6-sulfonamide